2-methoxyethanesulfonyl chloride COCCS(=O)(=O)Cl